Cl.C(C1=CC=CC=C1)O[C@@H](C)[C@H](CC)NNC(C1=CC=C(C=C1)Br)=N N'-((2S,3S)-2-(benzyloxy)pentan-3-yl)-4-bromobenzimidohydrazide hydrochloride